magnesium bis[2,6-di-butylphenyl] phosphate P(=O)(OC1=C(C=CC=C1CCCC)CCCC)(OC1=C(C=CC=C1CCCC)CCCC)[O-].[Mg+2].C(CCC)C1=C(C(=CC=C1)CCCC)OP(=O)(OC1=C(C=CC=C1CCCC)CCCC)[O-]